2'-chloro-N-(5-((5-(2-cyanopropan-2-yl)pyridin-2-yl)methoxy)-1,3,4-thiadiazol-2-yl)-5'-methoxy-6-methyl-(4,4'-bipyridine)-3-carboxamide ClC1=NC=C(C(=C1)C1=C(C=NC(=C1)C)C(=O)NC=1SC(=NN1)OCC1=NC=C(C=C1)C(C)(C)C#N)OC